ClC1=C2C(N(C(=NC2=CC=C1)C(C)NC(OC(C)(C)C)=O)C1=CC=CC=C1)=O tert-butyl (1-(5-chloro-4-oxo-3-phenyl-3,4-dihydroquinazolin-2-yl)ethyl)carbamate